ethyl N-benzyl-3,5-dimethylpyrrole-2-carboxylate C(C1=CC=CC=C1)N1C(=C(C=C1C)C)C(=O)OCC